OC[C@@H]1CC[C@H](CC1)N1C(N=C(C=C1)NC(=O)N1CCN(CC1)C(C(C)(C)NC(OC(C)(C)C)=O)=O)=O trans-tert-butyl (1-(4-((1-(4-(hydroxymethyl)cyclohexyl)-2-oxo-1,2-dihydropyrimidin-4-yl)carbamoyl)piperazin-1-yl)-2-methyl-1-oxopropan-2-yl)carbamate